ClC1=CC=C(C=C1)[C@H](CC1=NOC(=N1)CN1C(N(C(=CC1=O)C#N)COCC[Si](C)(C)C)=O)O 1-({3-[(2S)-2-(4-chlorophenyl)-2-hydroxyethyl]-1,2,4-oxadiazol-5-yl}methyl)-2,6-dioxo-3-{[2-(trimethylsilyl)ethoxy]methyl}pyrimidine-4-carbonitrile